4-(2-{6-[(3r,5r)-3-amino-5-fluoropiperidine-1-carbonyl]-3-methylpyrazolo[1,5-a]pyridin-2-yl}-1-(cyclopropylmethyl)-1H-indol-6-yl)-2-methylbenzamide N[C@H]1CN(C[C@@H](C1)F)C(=O)C=1C=CC=2N(C1)N=C(C2C)C=2N(C1=CC(=CC=C1C2)C2=CC(=C(C(=O)N)C=C2)C)CC2CC2